BrC=1C(=NC(=CC1N)C=1SC=CN1)C1=NC(=CC(=C1)F)Br 3,6'-dibromo-4'-fluoro-6-(thiazol-2-yl)-[2,2'-bipyridine]-4-amine